1,1,1,3,3,3-hexafluoropropan-2-yl 1-(3-chloro-4-morpholinylbenzyl)-1,8-diazaspiro[4.5]decane-8-carboxylate ClC=1C=C(CN2CCCC23CCN(CC3)C(=O)OC(C(F)(F)F)C(F)(F)F)C=CC1N1CCOCC1